ClC1=C2C=C(C(N(C2=CC=N1)C)=O)C1(CN(CC1)C(=O)[O-])O 3-(5-Chloro-1-methyl-2-oxo-1,2-dihydro-1,6-naphthyridin-3-yl)-3-hydroxypyrrolidine-1-carboxylate